1-(4-cyclopropyl-2-fluoro-5-methylphenyl)ethan-1-one C1(CC1)C1=CC(=C(C=C1C)C(C)=O)F